[1-(4-nitrophenyl)-4-piperidinylidene]piperidine [N+](=O)([O-])C1=CC=C(C=C1)N1CCC(CC1)=C1NCCCC1